6-(7-amino-2H-1,3-benzodioxol-4-yl)-7-bromo-5-{3-fluoro-4-[(4-methylpyrimidin-2-yl)oxy]phenyl}-5H-pyrrolo[3,2-d]pyrimidin NC1=CC=C(C2=C1OCO2)C2=C(C=1N=CN=CC1N2C2=CC(=C(C=C2)OC2=NC=CC(=N2)C)F)Br